C(CCCCCCCCCCCCCCCCCCCCCCCCCCCCCCCCCCCCC(=O)N)(=O)N dimethylenebisstearic acid amide